N-ethyl-6-methyl-N-(2,2,2-trifluoro-1-(4-fluorophenyl)ethyl)pyridine-2-sulfonamide C(C)N(S(=O)(=O)C1=NC(=CC=C1)C)C(C(F)(F)F)C1=CC=C(C=C1)F